N1C(C=CC2CNCCC12)=O 4a,5,6,7,8,8a-hexahydro-1,6-naphthyridin-2(1H)-one